1-(4-(difluoromethoxy)phenyl)-N-(3-(2-hydroxy-3-methylbutan-2-yl)phenyl)-3-methyl-5-oxo-4,5-dihydro-1H-pyrazole-4-carboxamide FC(OC1=CC=C(C=C1)N1N=C(C(C1=O)C(=O)NC1=CC(=CC=C1)C(C)(C(C)C)O)C)F